(1S,4S)-5-(p-nitrobenzenesulfonyl)-2-oxa-5-azabicyclo[2.2.2]octan-3-one [N+](=O)([O-])C1=CC=C(C=C1)S(=O)(=O)N1[C@@H]2C(O[C@H](C1)CC2)=O